C(C)(=O)NCCN(CC[C@@H](C(=O)O)NC=1SC2=C(N1)C=CC=C2)CCCCC2=NC=1NCCCC1C=C2 (S)-4-((2-acetamidoethyl)(4-(5,6,7,8-tetrahydro-1,8-naphthyridin-2-yl)butyl)amino)-2-(benzo[d]thiazol-2-ylamino)butanoic acid